NC(=O)[C@@H](O)[C@H](O)[C@H](O)[C@@H](O)C 1-Amino-Fucose